2,2'-(2,5-dimethylpiperazine-1,4-diyl)bis(ethane-1-thiol) CC1N(CC(N(C1)CCS)C)CCS